6-((1,2,4-thiadiazol-5-yl)methyl)-2-((1H-pyrazol-3-yl)methyl)-4-methyl-4H-thiazolo[5',4':4,5]pyrrolo[2,3-d]pyridazin-5(6H)-one S1N=CN=C1CN1N=CC2=C(C1=O)N(C1=C2SC(=N1)CC1=NNC=C1)C